O[C@H]1CC[C@H](CC1)OC=1C(=CC=C2C=NC(=NC12)NC1=CC(=CC=C1)CS(=O)(=O)C)C=C 8-((cis-4-hydroxycyclohexyl)oxy)-N-(3-((methylsulfonyl)methyl)phenyl)-7-vinylquinazoline-2-Amine